S(=O)(=O)(OC1=CC(=CC(=C1)OC)O)O 3-hydroxy-5-methoxyphenyl hydrogen sulfate